6-(4-(3-toluenesulfonyl-2-(toluenesulfonylmethyl)propionyl)benzoylamino)hexanoic acid C(C1=CC=CC=C1)S(=O)(=O)CC(C(=O)C1=CC=C(C(=O)NCCCCCC(=O)O)C=C1)CS(=O)(=O)CC1=CC=CC=C1